2-((2-ethyl-7-methyl-5-(6-(tetrahydro-2H-pyran-4-carbonyl)-2,6-diazaspiro[3.3]heptan-2-yl)pyrazolo[1,5-a]pyridin-3-yl)(methyl)amino)-4-(4-fluorophenyl)thiazole-5-carbonitrile C(C)C1=NN2C(C=C(C=C2C)N2CC3(C2)CN(C3)C(=O)C3CCOCC3)=C1N(C=1SC(=C(N1)C1=CC=C(C=C1)F)C#N)C